FC1(CCC(CC1)NC(=O)C1=CC=NC=2N1N=CC2C(=O)N)F N7-(4,4-difluorocyclohexyl)pyrazolo[1,5-a]pyrimidine-3,7-dicarboxamide